N-(4-fluorobenzyl)-N-(1-phenethylpiperidin-4-yl)-2-furoamide FC1=CC=C(CN(C(=O)C=2OC=CC2)C2CCN(CC2)CCC2=CC=CC=C2)C=C1